phosphorus(III) tert-butyl (1-((3-(bromomethyl)-phenyl)sulfonyl)piperidin-4-yl)carbamate BrCC=1C=C(C=CC1)S(=O)(=O)N1CCC(CC1)NC(OC(C)(C)C)=O.[P+3]